C1(CC1)SC=1C=CC(=C(C1)C1=NN(C=C1NC(=O)C=1C=NN2C1N=CC=C2)CC(=O)N2CCN(CC2)CCN2CCOCC2)OC(F)F N-[3-[5-(cyclopropylsulfanyl)-2-(difluoromethoxy)phenyl]-1-(2-[4-[2-(morpholin-4-yl)ethyl]piperazin-1-yl]-2-oxoethyl)-1H-pyrazol-4-yl]pyrazolo[1,5-a]pyrimidine-3-carboxamide